The molecule is a labdane diterpenoid resulting from the formal allylic rearrangement of the allylic hydroxy group of peregrinol. It has a role as a plant metabolite. It is a labdane diterpenoid, a tertiary allylic alcohol and a carbobicyclic compound. C[C@@H]1CC[C@@H]2[C@@]([C@]1(CCC(C)(C=C)O)O)(CCCC2(C)C)C